NCCCOC1=CC=C(C=C1)N1C(=NN=C1O)C1=CC=CC(=C1)C(C)C 4-(4-(4-(3-aminopropoxy)phenyl)-5-hydroxy-4H-1,2,4-triazol-3-yl)-6-isopropylbenzene